amino-glycolic acid NC(C(=O)O)O